Ethyl imidazo[1,2-a]pyrimidine-7-carboxylate N=1C=CN2C1N=C(C=C2)C(=O)OCC